FC1(CC(C1)NS(=O)(=O)C1=CC=2N(C=C1)C=NC2)F N-(3,3-difluorocyclobutyl)imidazo[1,5-a]pyridine-7-sulfonamide